(tert-butyl 2,4-dimethylthiazol-5-yl) carbamate C(N)(OC1=C(N=C(S1C(C)(C)C)C)C)=O